4-trimethylpentan-1,3-diol CC(CC(C(C)(C)C)O)O